(3-((3,4-dichlorophenyl)carbamoyl)bicyclo[1.1.1]Pentane-1-yl)carbamic acid tert-butyl ester C(C)(C)(C)OC(NC12CC(C1)(C2)C(NC2=CC(=C(C=C2)Cl)Cl)=O)=O